C(C)(C)NC1=NC(=NC(=N1)NC1=CC(=NC=C1)C(F)(F)F)C=1C=C(C=CC1)C1(CC1)O (3-(4-(isopropylamino)-6-((2-(trifluoromethyl)pyridin-4-yl)amino)-1,3,5-triazin-2-yl)phenyl)cyclopropanol